FC(C1=CC=C(CN2C=CC3=C(C=CC(=C23)C(=O)NC2CC3(CC(C3)C(=O)O)C2)F)C=C1)F rac-6-(1-(4-(difluoromethyl)benzyl)-4-fluoro-1H-indole-7-carboxamido)spiro[3.3]heptane-2-carboxylic acid